Ethyl-(S)-5-(2-(2-(2-(2-(tert-butylcarbonyl)-1-cyclopropylhydrazino)ethyl)-5-fluoropyridin-3-yl)pyrrolidin-1-yl)pyrazole C(C)C1=NNC(=C1)N1[C@@H](CCC1)C=1C(=NC=C(C1)F)CCN(NC(=O)C(C)(C)C)C1CC1